C(C)(=O)N1[C@H]([C@H](CCC1)NS(=O)(=O)C)CO[C@@H]1CC[C@@H](CC1)C(C)C N-((2R,3S)-1-acetyl-2-(((cis-4-isopropylcyclohexyl)oxy)methyl)-piperidin-3-yl)methanesulfonamide